Cl.CC(C(=O)OCCC(C)(C1=CC(=CC=C1)C(F)(F)F)N)(C)C 3-amino-3-[3-(trifluoromethyl)phenyl]butyl 2,2-dimethylpropanoate hydrochloride